3,5-di-tert-butyl-4-hydroxybenzyl ether C(C)(C)(C)C=1C=C(COCC2=CC(=C(C(=C2)C(C)(C)C)O)C(C)(C)C)C=C(C1O)C(C)(C)C